2,4,5-trimethylpyridin-3-ol CC1=NC=C(C(=C1O)C)C